2,3-diethylglutaric acid C(C)C(C(=O)O)C(CC(=O)O)CC